4'-allyloxybiphenyl-4-amine C(C=C)OC1=CC=C(C=C1)C1=CC=C(C=C1)N